methyl 4-amino-1-methyl-1H-pyrazole-3-carboxylate NC=1C(=NN(C1)C)C(=O)OC